ClC=1C(=C(C=CC1)NC1=C(NC2=C1C(NCC21CC1)=O)C1=C(C=NC=C1)OCCOC)OC 3'-((3-chloro-2-methoxyphenyl)amino)-2'-(3-(2-methoxyethoxy)pyridin-4-yl)-5',6'-dihydrospiro[cyclopropane-1,7'-pyrrolo[3,2-c]pyridin]-4'(1'H)-one